3-methyl-5-(8-(trifluoromethyl)quinolin-5-yl)cyclohexylamine CC1CC(CC(C1)C1=C2C=CC=NC2=C(C=C1)C(F)(F)F)N